(2-benzyl-8-((3,5-dimethylisoxazol-4-yl)methyl)-2,8-diazaspiro[4.5]decan-4-yl)methanol C(C1=CC=CC=C1)N1CC2(C(C1)CO)CCN(CC2)CC=2C(=NOC2C)C